6-amino-2-butoxy-9-(2-methoxy-4-(3-(piperidin-4-ylamino)propyl)-benzyl)-9H-purin-8-ol NC1=C2N=C(N(C2=NC(=N1)OCCCC)CC1=C(C=C(C=C1)CCCNC1CCNCC1)OC)O